C(C)(C)(C)OC(=O)N1[C@@H]2C(=C[C@H]1CC2)I |r| (±)-(1s,4r)-2-iodo-7-azabicyclo[2.2.1]hept-2-ene-7-carboxylic acid tert-butyl ester